N,N'-ethylenebis(lauramide) C(CNC(CCCCCCCCCCC)=O)NC(CCCCCCCCCCC)=O